C(C=C)(=O)N1C=CC2=CC(=C(C=C12)OC)N[C@@]1(NC=2N(C(CN(C2C(N1)=O)C)CC)C1CCCC1)N (R)-2-[(1-propenoyl-6-methoxyindol-5-yl)amino]-8-cyclopentyl-7-ethyl-5-methyl-7,8-dihydropterin